4-(6-((2-Fluoro-6-methoxy-4-(methoxycarbonyl)benzyl)oxy)pyridin-2-yl)piperidine-1-carboxylic acid tert-butyl ester C(C)(C)(C)OC(=O)N1CCC(CC1)C1=NC(=CC=C1)OCC1=C(C=C(C=C1OC)C(=O)OC)F